1-(4-fluorophenyl)-2,2-dimethylhex-5-en-1-one FC1=CC=C(C=C1)C(C(CCC=C)(C)C)=O